1,6-di(4-amidinophenoxy)-n-hexane C(N)(=N)C1=CC=C(OCCCCCCOC2=CC=C(C=C2)C(N)=N)C=C1